ClC1=C(C=CC(=C1)C=O)C1=CC=CC=C1 chlorobiphenyl-4-formaldehyde